COC1=NC=C(C(=C1C)N1CC2=CC=CC=C2C(=C1)C(=C)C)C 2-(2-methoxy-3,5-dimethylpyridin-4-yl)-4-(prop-1-en-2-yl)isoquinolin